3-(3-((6-((3,5-difluorobenzyl)oxy)pyridin-3-yl)methyl)isoxazol-5-yl)pyridin-2-amine FC=1C=C(COC2=CC=C(C=N2)CC2=NOC(=C2)C=2C(=NC=CC2)N)C=C(C1)F